(E)-3-(3-chloro-4-(trifluoromethyl)phenyl)-N-(2-(4-(methylsulfonyl)piperazin-1-yl)-2-oxoethyl)acrylamide ClC=1C=C(C=CC1C(F)(F)F)/C=C/C(=O)NCC(=O)N1CCN(CC1)S(=O)(=O)C